2-[[(1R)-1-(2-ethylsulfanyl-3,6-dimethyl-4-oxo-benzopyran-8-yl)ethyl]amino]benzonitrile C(C)SC=1OC2=C(C(C1C)=O)C=C(C=C2[C@@H](C)NC2=C(C#N)C=CC=C2)C